2-(5-ethyl-6-(4-(5-hydroxy-6-methylpyrimidine-4-carbonyl)piperazin-1-yl)-2-(3-(methylsulfonyl)azetidin-1-yl)-7-oxo-[1,2,4]triazolo[1,5-a]pyrimidin-4(7H)-yl)acetamide C(C)C=1N(C=2N(C(C1N1CCN(CC1)C(=O)C1=NC=NC(=C1O)C)=O)N=C(N2)N2CC(C2)S(=O)(=O)C)CC(=O)N